ClC1=C(C=C(C=C1)C1CCN(CC1)C)O 2-chloro-5-(1-methyl-4-piperidyl)phenol